C(C1=CC=CC=C1)C(C(=O)[O-])OC1=CC=C2C(=CC=NC2=C1)C(=O)N[C@@H](C(=O)N1C(CCC1)B1O[C@]2([C@H]3C([C@H](CC2O1)C3)(C)C)C)C benzyl(4-{[(R)-2-(2-{(1R,2S,8S)-2,9,9-trimethyl-3,5-dioxa-4-boratricyclo[6.1.1.02,6]dec-4-yl}-1-pyrrolidinyl)-1-methyl-2-oxoethylamino]carbonyl}-7-quinolyloxy)acetate